2,7-di-tert-butyl-9-{1-[3-(1-adamantyl)-2-(methoxymethoxy)-5-methylphenyl]-2-methylpropan-1-en-1-yl}-9,9a-dihydro-4aH-fluorene C(C)(C)(C)C1=CC2C(C3=CC(=CC=C3C2C=C1)C(C)(C)C)C(=C(C)C)C1=C(C(=CC(=C1)C)C12CC3CC(CC(C1)C3)C2)OCOC